ethyl 6-(6-fluoro-1H-indol-4-yl)-2-methoxy-5-oxo-5,6-dihydro-1,6-naphthyridine-8-carboxylate FC1=CC(=C2C=CNC2=C1)N1C(C=2C=CC(=NC2C(=C1)C(=O)OCC)OC)=O